CC1=C(C(=CC=C1)C)C=1C=C2OC3=CC=CC(C(NC4=CC=CC(S(NC(N1)=N2)(=O)=O)=C4)=O)=C3C 5-(2,6-Dimethylphenyl)-21-methyl-9,9-dioxo-2-oxa-9λ6-thia-6,8,15,23-tetrazatetracyclo[15.3.1.13,7.110,14]tricosa-1(20),3,5,7(23),10(22),11,13,17(21),18-nonaen-16-one